tert-Butyl {2-[2-fluoro-6-(methoxymethoxy)phenyl]-3-formylpyridin-4-yl}carbamate tert-Butyl-2-chloro-3-formylpyridin-4-ylcarbamate C(C)(C)(C)N(C(O)=O)C1=C(C(=NC=C1)Cl)C=O.FC1=C(C(=CC=C1)OCOC)C1=NC=CC(=C1C=O)NC(OC(C)(C)C)=O